CC1=C(C(=C(C1([Hf]C1(C=CC2=CC=3CC(CC3C=C12)(C)C)C(C)C)C)C)C)C Pentamethylcyclopentadienyl-(1-isopropyl-6,6-dimethyl-1,5,6,7-tetrahydro-s-indacenyl)hafnium